C(CCC)OC(=O)N1CC(C1)OC1=CC=C(C=C1)Br.C1(CC1)S(=O)(=O)NC1=NC=CC(=N1)C(C(=O)NC1=CC=C(C=C1)C=1C=NC=CC1)(C)C 2-(2-(cyclopropanesulfonylamino)pyrimidin-4-yl)-2-methyl-N-(4-(pyridin-3-yl)phenyl)propanamide butyl-3-(4-bromophenoxy)azetidine-1-carboxylate